ClC1=CC=2C(N=C1C1=CC(=CC3=CC=CC=C13)O)=NSC2N2[C@H](CN(CC2)C(C=C)=O)C 1-((3S)-4-(5-chloro-6-(3-hydroxy-1-naphthalenyl)[1,2]thiazolo[3,4-b]pyridin-3-yl)-3-methyl-1-piperazin-yl)-2-propen-1-one